2,2'-(perfluoro-1,4-phenylene)bis(6-((3r,5r,7r)-adamantan-1-yl)benzo[d]oxazol-4-ol) FC1=C(C(=C(C(=C1F)C=1OC=2C(N1)=C(C=C(C2)C21CC3CC(CC(C2)C3)C1)O)F)F)C=1OC=3C(N1)=C(C=C(C3)C31CC2CC(CC(C3)C2)C1)O